1,4-epoxyCyclohexane C12CCC(CC1)O2